C(CCCCCCCCCC)NC(NCCCCCCCCCCC)=O diundecylurea